COC(C1=C(C(=CC=C1Br)CBr)F)=O 6-bromo-3-(bromomethyl)-2-fluorobenzoic acid methyl ester